octahydro-4,7-methylene-1H-indene C1C2C3CCCC3C1CC2